N=1C=NN2C1C=CC(=C2)C=2N=C(NC2C2=NC(=CC=C2)C)CNC(C2=CC=C(C=C2)C#N)=O N-((4-([1,2,4]triazolo[1,5-a]pyridin-6-yl)-5-(6-methylpyridin-2-yl)-1H-imidazol-2-yl)methyl)-4-cyanobenzamide